1-(5-(benzyloxy)pyridin-2-yl)piperidine-4-carbaldehyde C(C1=CC=CC=C1)OC=1C=CC(=NC1)N1CCC(CC1)C=O